S(=O)(=O)(O)[O-].C(=O)(O)C(C)C=1NC=C[N+]1C 1-carboxyethyl-3-methylimidazolium hydrogen sulfate salt